CN1CCN(CC1)C(=O)C1=CC=C(C=C1)C=1NC2=NC=CC=C2C1 2-(4-(4-methylpiperazine-1-carbonyl)phenyl)-7-azaindole